CC(COC1=CC=2N(C=C1)C=CN2)CN2CCCC2 7-(2-methyl-3-pyrrolidin-1-yl-propoxy)-imidazo[1,2-a]pyridin